C(C1=CC=CC=C1)N1C(C(=CC(=C1)C)C(CCC)=CCCC)=O 1-benzyl-5-methyl-3-(oct-4-en-4-yl)pyridine-2(1H)-one